1,3-bis(2,4,6-trimethylethylphenyl)-4,5-dihydroimidazol-2-ylidene[2-(isopropoxy)-5-(N,N-dimethylaminosulfonyl)phenyl]methyleneruthenium dichloride CCCC1=C(C(=CC(=C1)C)C)N1C(N(CC1)C1=C(C=C(C=C1C)C)CCC)=[Ru](=CC1=C(C=CC(=C1)S(=O)(=O)N(C)C)OC(C)C)(Cl)Cl